N1C=C(C2=CC=CC=C12)NC(=O)N1CC2=CC=C(C=C2CC1)N1CCCCC1 N-(1H-indol-3-yl)-6-(piperidin-1-yl)-3,4-dihydroisoquinoline-2(1H)-carboxamide